4-methyl-4'-(morpholinomethyl)-5-[(tetrahydro-2H-pyran-4-yl)amino]-(1,1'-biphenyl)-3-carboxylic acid methyl ester COC(=O)C=1C=C(C=C(C1C)NC1CCOCC1)C1=CC=C(C=C1)CN1CCOCC1